CN1[C@@H]([C@H](CCC1)C1=CC=2C(=NC=C(C2NC=2C=CC3=C(N=CS3)C2)F)S1)C N-(2-((2R,3S)-1,2-dimethylpiperidin-3-yl)-5-fluorothieno[2,3-b]pyridin-4-yl)benzo[d]thiazol-5-amine